ClC1=CC=C2C(=CC=NC2=C1)C(CCCN(CCOC(C=CC1=CC=CC=C1)=O)CC)(C)N 4-(7-chloro-4-quinolinyl)-N1-ethyl-N1-(cinnamoyloxyethyl)pentane-1,4-diamine